5-methoxy-4H,5H,6H,7H-pyrazolo[1,5-a]pyridin COC1CC=2N(CC1)N=CC2